4-(6-(1-hydroxybutyl)-4-methylpyridin-3-yl)-8-(methylamino)imidazo[1,2-a][1,6]naphthyridine-1-carbonitrile OC(CCC)C1=CC(=C(C=N1)C=1C=2N(C3=CC(=NC=C3C1)NC)C(=CN2)C#N)C